4-(4-(4-(1-propenoylazetidin-3-yl)piperazin-1-yl)phenyl)-6-(1-(2-hydroxyethyl)-1H-pyrazol-4-yl)pyrazolo[1,5-a]pyridine-3-carbonitrile C(C=C)(=O)N1CC(C1)N1CCN(CC1)C1=CC=C(C=C1)C=1C=2N(C=C(C1)C=1C=NN(C1)CCO)N=CC2C#N